(S)-1-{2-[1-(4-fluorophenyl)ethylamino]-6-(pyrazin-2-ylamino)pyridin-4-yl}-4-(hydroxymethyl)piperidine FC1=CC=C(C=C1)[C@H](C)NC1=NC(=CC(=C1)N1CCC(CC1)CO)NC1=NC=CN=C1